2-(4,4,5,5-tetramethyl-1,3,2-dioxaborolan-2-yl)-4H,5H,6H,7H-pyrazolo[1,5-a]pyridine CC1(OB(OC1(C)C)C1=NN2C(CCCC2)=C1)C